ClC=1C=C(C=CC1)[C@@H](CO)N1C(N2C(C1)=CC(=C2)C2=NC(=NC=C2)NC2=CC=NN2C)=O (S)-2-(1-(3-chlorophenyl)-2-hydroxyethyl)-6-(2-((1-methyl-1H-pyrazol-5-yl)amino)pyrimidin-4-yl)-1,2-dihydro-3H-pyrrolo[1,2-c]imidazol-3-one